C(C=C)(=O)N1C(CC(CC1)N1C=NC=2C(=NC=3C(=C(C(=CC3C21)Cl)C2=C(C(=CC=C2)Cl)C)F)OC[C@H]2N(CCC2)C)CC#N 2-(1-acryloyl-4-(8-chloro-7-(3-chloro-2-methylphenyl)-6-fluoro-4-(((S)-1-methylpyrrolidin-2-yl)methoxy)-1H-imidazo[4,5-c]quinolin-1-yl)piperidin-2-yl)acetonitrile